14-Bromo-1-tetradecene BrCCCCCCCCCCCCC=C